ClC1=C(C=C(C=N1)C=1C(=NC(=NC1)NC=1C=NN(C1)C)NC=1C=C(C=CC1F)NC(C=C)=O)C N-(3-((5-(6-chloro-5-methylpyridin-3-yl)-2-((1-methyl-1H-pyrazol-4-yl)amino)pyrimidin-4-yl)amino)-4-fluorophenyl)acrylamide